4-chloro-N-{3-[2-(3,4-dichlorophenoxy)acetylamino]bicyclo[1.1.1]pentan-1-yl}-3-fluorobenzamide ClC1=C(C=C(C(=O)NC23CC(C2)(C3)NC(COC3=CC(=C(C=C3)Cl)Cl)=O)C=C1)F